BrC1=C(C=C2C(=C(C(=NC2=C1O)O)C#N)N1C[C@H](N(C[C@@H]1C)C(=O)OC(C)(C)C)C)Cl (2R,5S)-tert-butyl 4-(7-bromo-6-chloro-3-cyano-2,8-dihydroxyquinolin-4-yl)-2,5-dimethylpiperazine-1-carboxylate